4-((1-(4-chloro-2,6-difluorophenyl)-4-hydroxypiperidin-4-yl)methoxy)quinolin-2(1H)-one ClC1=CC(=C(C(=C1)F)N1CCC(CC1)(O)COC1=CC(NC2=CC=CC=C12)=O)F